2-chloro-N-[(2R)-1-oxo-1-[[(3S)-pyrrolidin-3-yl]amino]propan-2-yl]-4-[[3-[3-(trifluoromethyl)-1H-pyrazol-4-yl]imidazo[1,2-a]pyrazin-8-yl]amino]benzamide ClC1=C(C(=O)N[C@@H](C(N[C@@H]2CNCC2)=O)C)C=CC(=C1)NC=1C=2N(C=CN1)C(=CN2)C=2C(=NNC2)C(F)(F)F